3,5-Di-tert-butyl-4-hydroxy-benzyl phosphate P(=O)(OCC1=CC(=C(C(=C1)C(C)(C)C)O)C(C)(C)C)([O-])[O-]